[3-(dibenzothiophen-4-yl)phenyl]-1-phenyl-1H-benzimidazole C1=CC=C(C=2SC3=C(C21)C=CC=C3)C=3C=C(C=CC3)C3=NC2=C(N3C3=CC=CC=C3)C=CC=C2